triisopentadecyl trimellitate triisododecyl-trimellitate C(CCCCCCCCC(C)C)C=1C(=C(C(=C(C1C(=O)O)C(=O)O)CCCCCCCCCC(C)C)C(=O)O)CCCCCCCCCC(C)C.C(C=1C(C(=O)OCCCCCCCCCCCCC(C)C)=CC(C(=O)OCCCCCCCCCCCCC(C)C)=CC1)(=O)OCCCCCCCCCCCCC(C)C